1-(2-(4-isopropyl-5-(8-methoxy-[1,2,4]triazolo[1,5-a]pyridin-6-yl)-1H-pyrazol-3-yl)-4-methylthiazol-5-yl)-N-(oxetan-3-yl)piperidin-4-amine C(C)(C)C=1C(=NNC1C=1C=C(C=2N(C1)N=CN2)OC)C=2SC(=C(N2)C)N2CCC(CC2)NC2COC2